(S)-3-Hydroxy-1-methyl-3-(1-((2-(trimethylsilyl)ethoxy)methyl)-1H-pyrazol-4-yl)pyrrolidin-2-one O[C@]1(C(N(CC1)C)=O)C=1C=NN(C1)COCC[Si](C)(C)C